C(=O)(O)CCOCCOCCOCCOC=1C=C(OCCOCCOCCOCCC(=O)O)C=C(C1)CNC(CCN1C(C=CC1=O)=O)=O 3-[2-(2-{2-[3-(2-{2-[2-(2-carboxyethoxy)ethoxy]ethoxy}ethoxy)-5-{[3-(2,5-dioxopyrrol-1-yl)propanamido]methyl}phenoxy]ethoxy}ethoxy)ethoxy]propanoic acid